(2-methyl-3-furyl) furfuryl disulfide C(C1=CC=CO1)SSC1=C(OC=C1)C